CC(=O)N[C@H]1[C@@H]([C@H]([C@@H]([C@H](O1)CO)O[C@H]2[C@@H]([C@H]([C@H]([C@H](O2)CO)O)O[C@@H]3[C@@H]([C@H]([C@H]([C@H](O3)CO)O)O)O)O)O)O The molecule is the N-glycosyl compound formed from the trisaccharide alpha-D-Gal-(1->3)-beta-D-Gal-(1->4)-beta-D-Glc by replacement of the OH at the anomeric centre of the glucose residue by an acetylamino group.